1-(4-bromo-3-fluorophenyl)-2,2,2-trifluoroethane-1-ol BrC1=C(C=C(C=C1)C(C(F)(F)F)O)F